CC(CN)CC(CCN)(C)C 2,4,4-Trimethylhexamethylen-diamin